C(C)OC1=C(OCC2CNCCO2)C=CC=C1 2-[(2-ethoxyphenoxy)methyl]morpholine